2,6-dichloropyridine-3-carboxylate ClC1=NC(=CC=C1C(=O)[O-])Cl